6-fluoro-N~2~-(6-methoxy-2-methyl-1,2,3,4-tetrahydroisoquinolin-7-yl)-7-[4-methyl-6-(1,3-oxazol-2-yl)pyridin-3-yl]quinazoline-2,5-diamine FC1=C(C=2C=NC(=NC2C=C1C=1C=NC(=CC1C)C=1OC=CN1)NC1=C(C=C2CCN(CC2=C1)C)OC)N